C(C)NC(C)C=1C(=NSN1)NC(OC(C)(C)C)=O tert-butyl N-[4-[1-(ethylamino)ethyl]-1,2,5-thiadiazol-3-yl]carbamate